N-((3R,4S)-1-methyl-4-(2-(trifluoromethyl)phenyl)pyrrolidin-3-yl)-3-(2-methylpyridin-4-yl)-1H-pyrazolo[3,4-b]pyridine-5-amide CN1C[C@@H]([C@H](C1)C1=C(C=CC=C1)C(F)(F)F)NC(=O)C=1C=C2C(=NC1)NN=C2C2=CC(=NC=C2)C